(S)-N-(8-fluoro-6-oxo-1,4,5,6-tetrahydro-2H-pyrano[3,4-c]isoquinolin-1-yl)-N-methyl-1H-indazole-6-carboxamide FC=1C=CC=2C3=C(NC(C2C1)=O)COC[C@H]3N(C(=O)C3=CC=C1C=NNC1=C3)C